N[C@@H](C(C)C)[13C](=O)O Valine-1-13C